N1(CCOCC1)CCN1C(CN(CC1)C(=O)OCC1=CC=CC=C1)=O benzyl 4-[2-(morpholin-4-yl)ethyl]-3-oxopiperazine-1-carboxylate